tetraoctyl-ammonium sulfate S(=O)(=O)([O-])[O-].C(CCCCCCC)[N+](CCCCCCCC)(CCCCCCCC)CCCCCCCC.C(CCCCCCC)[N+](CCCCCCCC)(CCCCCCCC)CCCCCCCC